C(C)(C)N1N=CC=C1CN(C1=NOC(=N1)C1=C(C(=C(C(=C1)F)F)O)F)CC1=CC=C(C(=O)NC2CC(C2)OC)C=C1 4-((((1-isopropyl-1H-pyrazol-5-yl)methyl)(5-(2,4,5-trifluoro-3-hydroxyphenyl)-1,2,4-oxadiazol-3-yl)amino)methyl)-N-((1r,3r)-3-methoxycyclobutyl)benzamide